BrC1=C2C=3CC(CC(C3NC2=C(C(=C1)Cl)Cl)CC(=O)OCC)=O ethyl 2-(5-bromo-7,8-dichloro-3-oxo-2,3,4,9-tetrahydro-1H-carbazol-1-yl)acetate